1,4-diethylenediamine C1CNCCN1